5-(tert-butyl)-3-((1-methyl-1H-tetrazol-5-yl)methyl)-3,6-dihydro-7H-[1,2,3]triazolo[4,5-d]pyrimidin-7-one C(C)(C)(C)C=1NC(C2=C(N1)N(N=N2)CC2=NN=NN2C)=O